FC1(CC=2C3=C(C(NC2[C@@](C1)(C)CO)=O)SC(=C3)C=3C=NNC3)F (S)-8,8-difluoro-6-(hydroxymethyl)-6-methyl-2-(1H-pyrazol-4-yl)-6,7,8,9-tetrahydrothieno[2,3-c]quinolin-4(5H)-one